(1-(4-((3-(3-fluoro-4-methoxy-phenyl)imidazo[1,2-a]pyrazin-8-yl)amino)-2-methyl-benzoyl)piperidin-4-yl)(piperazin-1-yl)methanone hydrochloride Cl.FC=1C=C(C=CC1OC)C1=CN=C2N1C=CN=C2NC2=CC(=C(C(=O)N1CCC(CC1)C(=O)N1CCNCC1)C=C2)C